COC=1SC2=C(N1)C(=CC=C2N2C[C@@H](N([C@H](C2)C)C(=O)OC(C)(C)C)C)C(NC=2C=CC=1C(N2)=CN(N1)C)=O tert-butyl (2S,6S)-4-[2-methoxy-4-[(2-methylpyrazolo[4,3-b]pyridin-5-yl)carbamoyl]-1,3-benzothiazol-7-yl]-2,6-dimethyl-piperazine-1-carboxylate